BrC=1N=C(C(=NC1)N(C(OC(C)(C)C)=O)C(=O)OC(C)(C)C)C1=CC(=NO1)C=1C=C2C=NOC2=CC1 tert-butyl (5-bromo-3-(3-(1-oxaisoindol-5-yl)isoxazol-5-yl)pyrazin-2-yl)(tert-butoxycarbonyl)carbamate